N1(CCCC1)S(=O)(=O)C=1NC2=CC=C(C(=C2C1)B1OC(C(O1)(C)C)(C)C)C(F)(F)F 2-(pyrrolidin-1-ylsulfonyl)-4-(4,4,5,5-tetramethyl-1,3,2-dioxaborolan-2-yl)-5-(trifluoromethyl)-1H-indole